C(C)OC(CCCCCCC[SiH2]CCCCCCCC(OCC)(OCC)OCC)(OCC)OCC bistriethoxyoctyl-silane